5,7-difluoro-N-[(3-fluorophenyl)-methyl]-2-methoxy-4-methyl-quinoline-3-carboxylic acid amide FC1=C2C(=C(C(=NC2=CC(=C1)F)OC)C(=O)NCC1=CC(=CC=C1)F)C